silicon germanium strontium boron [B].[Sr].[Ge].[Si]